BrC=1C=C(C(=C(C1)S(=O)(=O)NC1=C(C(=CC(=C1)C1(CCC1)C#N)S(=O)(=O)C)O)O)Cl 5-Bromo-3-chloro-N-(5-(1-cyanocyclobutyl)-2-hydroxy-3-(methylsulfonyl)phenyl)-2-hydroxybenzenesulfonamide